C(#N)[C@H](CC1=C(C=C(C=C1)C=1SC(=C(N1)C)C#N)F)NC(=O)C=1OC=CC=NC1 (S)-N-((S)-1-cyano-2-(4-(5-cyano-4-methylthiazol-2-yl)-2-fluorophenyl)ethyl)-1,4-oxazepine-2-carboxamide